C1(CCCCC1)OC1=NC=CC(=N1)C1=CN=CS1 5-(2-(cyclohexyloxy)pyrimidin-4-yl)thiazole